1-(((S)-7-((2S,4R)-4-amino-2-phenylpiperidine-1-carbonyl)-7-azaspiro[4.5]dec-10-yl)methyl)-4-phenylpyridin-2(1H)-one N[C@H]1C[C@H](N(CC1)C(=O)N1CC2(CCCC2)[C@H](CC1)CN1C(C=C(C=C1)C1=CC=CC=C1)=O)C1=CC=CC=C1